(S)-N-(1-(3-chlorophenyl)-2-hydroxyethyl)-1-(5-methyl-2-((tetrahydro-2H-pyran-4-yl)amino)pyrimidin-4-yl)-1H-imidazole-4-carboxamide ClC=1C=C(C=CC1)[C@@H](CO)NC(=O)C=1N=CN(C1)C1=NC(=NC=C1C)NC1CCOCC1